OC1=C(C=C(C=C1C(C)(C)C)OCCC)N1N=C2C(=N1)C=CC(=C2)OC 2-{2'-Hydroxy-5'-(γ-propoxy)-3'-t-butylphenyl}-5-methoxy-2H-benzotriazole